C(C)C1(OC2=CC=C(C=C2C(C1)=O)C1=NC(=NO1)C1=NC=CC=N1)CC 2,2-diethyl-6-(3-(pyrimidin-2-yl)-1,2,4-oxadiazol-5-yl)chroman-4-one